5-(5-bromopyridin-2-yl)-5-azaspiro[3.4]octan-6-one BrC=1C=CC(=NC1)N1C2(CCC2)CCC1=O